4-Ethyl-2-(4-(2-hydroxyethoxy)benzylthio)-6-(4-methyl-1,4-diazepan-1-yl)pyridine-3,5-dicarbonitrile C(C)C1=C(C(=NC(=C1C#N)N1CCN(CCC1)C)SCC1=CC=C(C=C1)OCCO)C#N